N1CCN2C(=C3C=CC=CC3=C21)O 2,3-dihydroimidazo[1,2-b]isoindol-5-ol